4-(3-(1H-pyrazol-5-yl)piperidin-1-yl)-5,6-dimethylpyrimidin-2-amine N1N=CC=C1C1CN(CCC1)C1=NC(=NC(=C1C)C)N